C(CCCCCCCCCCCCCCC)(=O)OC(CSC[C@H](N)C(=O)O)COC(CCCCCCCCCCCCCCC)=O S-[2,3-bis(palmitoyloxy)propyl]cysteine